2-((2s,6s)-6-((4-bromophenoxy)methyl)-2-methyl-1,4-dioxan-2-yl)acetaldehyde BrC1=CC=C(OC[C@@H]2COC[C@](O2)(C)CC=O)C=C1